[methyl(pyridin-2-ylmethyl)amino]-1,3-oxazol CN(CC1=NC=CC=C1)C=1OC=CN1